[(1S)-3-ethoxy-1-methyl-3-oxo-propyl] 2-chloro-5-(3,5-dimethyl-2,6-dioxo-4-thioxo-1,3,5-triazinan-1-yl)benzoate ClC1=C(C(=O)O[C@H](CC(=O)OCC)C)C=C(C=C1)N1C(N(C(N(C1=O)C)=S)C)=O